4-(6-methoxy-5-amino-indazol-2-yl)-trans-cyclohexanol COC=1C(=CC2=CN(N=C2C1)[C@@H]1CC[C@H](CC1)O)N